COC([C@@H](NC(=O)OC(C)(C)C)COC1=C(C=C(C(=C1)OC)OC)[N+](=O)[O-])=O N-(tert-butoxycarbonyl)-O-(4,5-dimethoxy-2-nitrophenyl)-L-serine methyl ester